3-(3-cyclopropyl-1,2,4-triazol-1-ylsulfonyl)aniline Methyl-((2-(((1R*,3R*)-3-(2-((tert-butyldiphenylsilyl)oxy)ethyl)cyclopentyl)oxy)-6-methylpyridin-3-yl)sulfonyl)-L-prolinate C[C@@]1(N(CCC1)S(=O)(=O)C=1C(=NC(=CC1)C)O[C@H]1C[C@H](CC1)CCO[Si](C1=CC=CC=C1)(C1=CC=CC=C1)C(C)(C)C)C(=O)O.C1(CC1)C1=NN(C=N1)S(=O)(=O)C=1C=C(N)C=CC1 |o1:17,19|